ClC=1C=C(C=CC1F)C1=CN=CC2=C1SCCN2S(=O)(=O)C2=CC=C(C=C2)OC 8-(3-chloro-4-fluorophenyl)-4-((4-methoxyphenyl)sulfonyl)-3,4-dihydro-2H-pyrido[4,3-b][1,4]-thiazine